FC1(CCN(CC1)C=1C=C(C#N)C=C(C1)[N+](=O)[O-])F 3-(4,4-difluoropiperidin-1-yl)-5-nitrobenzonitrile